2-hydroxy-3-(2-(4-methylpiperazin-1-yl)ethyl)benzaldehyde OC1=C(C=O)C=CC=C1CCN1CCN(CC1)C